(2S)-1-tert-butoxycarbonyl-4-hydroxy-pyrrolidine-2-carboxylic acid C(C)(C)(C)OC(=O)N1[C@@H](CC(C1)O)C(=O)O